(4s,4's)-2,2'-(cyclopentane-1,1-diyl)-bis(4-benzyl-4,5-dihydrooxazole) C1(CCCC1)(C=1OC[C@@H](N1)CC1=CC=CC=C1)C=1OC[C@@H](N1)CC1=CC=CC=C1